4-methyl-2,3,7,10-Tetrazatricyclo[7.4.0.02,6]trideca-1(9),3,5,7-tetraene CC1=NN2C=3CCCNC3C=NC2=C1